ClC=1C=C2C(=NC1OC)C(=C(N2C)C2=NNC(=N2)[C@@H](COC)O)N2C=NC=C2 (S)-1-(3-(6-chloro-3-(1H-imidazol-1-yl)-5-methoxy-1-methyl-1H-pyrrolo[3,2-b]pyridin-2-yl)-1H-1,2,4-triazol-5-yl)-2-methoxyethan-1-ol